COC=1C=C2NC=3CC(CC(C3C(C2=CC1)=O)=O)C=1C=NC(=CC1)C1=CC(=CC=C1)OC(F)(F)F 6-methoxy-3-(6-(3-(trifluoromethoxy)phenyl)pyridin-3-yl)-3,4-dihydroacridine-1,9(2H,10H)-dione